sodium pentanolate C(CCCC)[O-].[Na+]